NCCCOCCNCCOCCCN bis(2-(3-aminopropoxy)ethyl)ammonia